4-({2-[(Aminosulfonyl)amino]ethyl}amino)-N-[(4-chloro-2-furyl)methyl]-N'-hydroxy-1,2,5-oxadiazol-3-carboximidamid NS(=O)(=O)NCCNC=1C(=NON1)C(NCC=1OC=C(C1)Cl)=NO